(Z)-ethyl-2-chloro-2-(hydroxyimino)acetate C(C)OC(/C(=N/O)/Cl)=O